FC1=C(CNC2C(NCCC2)C2=CC=CC=C2)C=C(C=C1)I N-(2-fluoro-5-iodobenzyl)-2-phenylpiperidin-3-amine